CC1NCCC12CCN(CC2)C(=O)OC(C)(C)C tert-butyl 1-methyl-2,8-diazaspiro[4.5]decane-8-carboxylate